BrC1=NC2=C(N1[C@H]1[C@H](O)[C@H](O)[C@H](O1)CO)C=C(C(=C2)Cl)Cl 2-bromo-5,6-dichloro-1-β-D-ribofuranosylbenzimidazole